[NH4+].[NH4+].[NH4+].OC1C(OCC(C1O)O)C(=O)O 3,4,5-trihydroxytetrahydro-2H-pyran-2-carboxylic acid triammonium